FC(C1CC(C1)N1[C@H]2CN(C[C@@H]1CC2)C2=C1C(=NC=C2)NC(=N1)C=1C=NN(C1)C)F 7-((1R,5S)-8-(3-(difluoromethyl)cyclobutyl)-3,8-diazabicyclo[3.2.1]oct-3-yl)-2-(1-methyl-1H-pyrazol-4-yl)-3H-imidazo[4,5-b]pyridine